N-(3-((5-(6-(difluoromethyl)pyridin-3-yl)-2-((1-methyl-1H-pyrazol-4-yl)amino)pyrimidin-4-yl)oxy)phenyl)acrylamide FC(C1=CC=C(C=N1)C=1C(=NC(=NC1)NC=1C=NN(C1)C)OC=1C=C(C=CC1)NC(C=C)=O)F